6-bromobenzofuran BrC1=CC2=C(C=CO2)C=C1